(S)-N-(3-amino-2-(1-hydroxy-1,3-dihydrobenzo[c][1,2]oxaborole-6-carboxamido)-3-oxopropyl)-1-hydroxy-N-(quinolin-5-ylmethyl)-1,3-dihydrobenzo[c][1,2]oxaborole-6-carboxamide NC([C@H](CN(C(=O)C=1C=CC2=C(B(OC2)O)C1)CC1=C2C=CC=NC2=CC=C1)NC(=O)C=1C=CC2=C(B(OC2)O)C1)=O